F[C@H]1C[C@H](N(C1)C(CN1C[C@@H](CC1)NC=1C=C2C=CC=NC2=C(C1)Cl)=O)C#N (2S,4S)-4-fluoro-1-[2-[(3R)-3-[(8-chloro-6-quinolyl)amino]pyrrolidin-1-yl]acetyl]pyrrolidine-2-carbonitrile